4-((3-((4-fluorophenyl)amino)-5,7,7-trimethyl-4-oxo-4,5,7,8-tetrahydro-2H-imidazo[1,2-a]pyrazolo[4,3-e]pyrimidin-2-yl)methyl)-N-(2-hydroxyethyl)benzamide FC1=CC=C(C=C1)NC=1N(N=C2C1C(N(C=1N2CC(N1)(C)C)C)=O)CC1=CC=C(C(=O)NCCO)C=C1